C(C1=CC=CC=C1)OC1=C(C=NC(=C1C1=CC(=C(C=C1)C)O)C1=CC(=C(C=C1)C#N)F)C 4-(Benzyloxy)-6-(4-cyano-3-fluorophenyl)-5-(3-hydroxy-4-methylphenyl)-3-methylpyridine